CC1=CC=C(NS(=O)CC(CCCCCCCCCCC)O)C=C1 2-hydroxy-tridecane-1-sulfinic acid 4-methyl-anilide